N-(2-(4-((2S,5R)-4-cyclopropyl-2,5-dimethylpiperazine-1-yl)piperidine-1-yl)-5-((6-((R)-3-(2,5-difluorophenyl)isoxazolidine-2-yl)pyrimidine-4-yl)amino)-4-methoxyphenyl)acrylamide C1(CC1)N1C[C@@H](N(C[C@H]1C)C1CCN(CC1)C1=C(C=C(C(=C1)OC)NC1=NC=NC(=C1)N1OCC[C@@H]1C1=C(C=CC(=C1)F)F)NC(C=C)=O)C